O1COC2=NC(=CC=C21)N [1,3]dioxolo[4,5-b]pyridin-5-amine